N[C@H](CC=1C=C2C(=NC(=NN2C1C#CC)Cl)NCC=1SC=CC1)COC(F)F (R)-6-(2-amino-3-(difluoromethoxy)propyl)-2-chloro-7-(prop-1-yn-1-yl)-N-(thiophen-2-ylmethyl)pyrrolo[2,1-f][1,2,4]triazin-4-amine